ClC=1C(=NC=CC1C1=NC(=C(C=C1)CNCC1NC(CC1)=O)OC(F)F)C=1C(=C(C=CC1)NC(C1=NC=C(C=C1)CNCCO)=O)C N-(3-(3'-chloro-6-(difluoromethoxy)-5-((((5-oxopyrrolidin-2-yl)methyl)amino)methyl)-[2,4'-bipyridin]-2'-yl)-2-methylphenyl)-5-(((2-hydroxyethyl)amino)methyl)picolinamide